ClC=1C(=NC=C(N1)Cl)F 3,5-dichloro-2-fluoropyrazine